C(C1=CC=CC=C1)OC(=O)NC1CC=2C=CC(=C(C2CC1)F)N1CC2CCC(C1)N2C(=O)OC(C)(C)C tert-butyl 3-(6-(((benzyloxy) carbonyl) amino)-1-fluoro-5,6,7,8-tetrahydronaphthalen-2-yl)-3,8-diazabicyclo[3.2.1]octane-8-carboxylate